CC1=C(C(=O)P(C2=C(C(=CC=C2)C)C)=O)C(=CC(=C1)C)C 2,4,6-trimethylbenzoyl-xylyl-phosphine oxide